tert-butyl (2S,6S*)-2-[(benzyloxy)methyl]-6-methoxy-6-methyl-1,4-oxazepane-4-carboxylate C(C1=CC=CC=C1)OC[C@H]1OC[C@@](CN(C1)C(=O)OC(C)(C)C)(C)OC |o1:12|